BrC1=C(C=C(C=C1[N+](=O)[O-])F)C(F)F 2-bromo-1-(difluoromethyl)-5-fluoro-3-nitrobenzene